N1(C=NC=C1)C1=CC=C(CN(C2=CC=C(C=C2)COCCN2CCOCC2)CC2=CC(=CC=C2)OC)C=C1 N-(4-(1H-imidazol-1-yl)benzyl)-N-(3-methoxybenzyl)-4-((2-morpholinoethoxy)methyl)aniline